[C@@H]12COC[C@H]2C1[C@H]1CN2C=3C(=C(SC3C(N1)=O)C=1C=NNC1)CC(C2)(F)F (S)-7-((1R,5S,6s)-3-oxabicyclo[3.1.0]hexan-6-yl)-4,4-difluoro-2-(1H-pyrazol-4-yl)-4,5,7,8-tetrahydro-3H-1-thia-5a,8-diazabenzo[cd]azulen-9(6H)-one